NC1=NC(=NC(=N1)NC1=C(C=CC=C1)O)C(=O)NC1CC2=CC=CC=C2CC1 4-Amino-6-((2-hydroxyphenyl)amino)-N-(1,2,3,4-tetrahydronaphthalen-2-yl)-1,3,5-triazine-2-carboxamide